5-(3-ethoxypyridazin-4-yl)-1-isopropyl-3-methyl-N-[(1-methyl-1,2,4-triazol-3-yl)methyl]pyrazolo[4,3-b]pyridin-7-amine C(C)OC=1N=NC=CC1C1=CC(=C2C(=N1)C(=NN2C(C)C)C)NCC2=NN(C=N2)C